N-(tert-butoxycarbonyl)-L-glycine C(C)(C)(C)OC(=O)NCC(=O)O